C(C1=CC=CC=C1)(=O)C1=CC=CC2=CC=CC=C12 benzonaphthone